(1S,2S)-N-(6-(5-chloro-6-fluoro-7-(1-(methylsulfinyl)ethyl)-1H-indazol-4-yl)imidazo[1,2-a]pyrazin-2-yl)-2-fluorocyclopropane-1-carboxamide ClC=1C(=C2C=NNC2=C(C1F)C(C)S(=O)C)C=1N=CC=2N(C1)C=C(N2)NC(=O)[C@H]2[C@H](C2)F